FC=1C(=C2CCN(CC2=CC1)C(=O)OC(C)(C)C)C1OC(C(O1)(C)C)(C)C tert-Butyl 6-fluoro-5-(4,4,5,5-tetramethyl-1,3-dioxolan-2-yl)-3,4-dihydroisoquinoline-2(1H)-carboxylate